ClC=1C=CC(=C(C1)C1=C2C(=NC(=C1)C)C(=CS2)C(=O)OC)OCCN2C(=NC=1CCC3(OCCO3)CC1C2=O)C(F)(F)F methyl 7-(5-chloro-2-(2-(4-oxo-2-(trifluoromethyl)-7,8-dihydro-4H-spiro[quinazoline-6,2'-[1,3]dioxolan]-3(5H)-yl)ethoxy)phenyl)-5-methylthieno[3,2-b]pyridine-3-carboxylate